NC1=NC2=CC(=CC=C2C(=N1)N[C@@](CO)(CCCC)C)C1=CC(N(C=C1CNC)C)=O (R)-4-(2-Amino-4-((1-hydroxy-2-methylhexan-2-yl)amino)quinazolin-7-yl)-1-methyl-5-((Methylamino)methyl)pyridin-2(1H)-one